benzo[d]oxazol-2-methanol O1C(=NC2=C1C=CC=C2)CO